C(C)(C)(C)OC(=O)NC1CCN(CC1)C=1SC(=CN1)C1=C(C=C(C=C1)NC(OC(C)C)=O)S(NC(C)(C)C)(=O)=O Isopropyl N-[4-[2-[4-(tert-butoxycarbonylamino)-1-piperidyl]thiazol-5-yl]-3-(tert-butylsulfamoyl)phenyl]carbamate